pyrimidin-5-yl-piperidine-2,6-dione N1=CN=CC(=C1)N1C(CCCC1=O)=O